COC([C@@H](NC([C@@H](NC[C@@H](CC1=CC=CC2=CC=CC=C12)NC(C(C)(C)C)=O)C)=O)CC1=CNC2=CC=CC=C12)=O ((R)-3-(naphthalen-1-yl)-2-pivaloamidopropyl)-L-alanyl-L-tryptophan methyl ester